6-ethynylbenzo[d][1,3]dioxolane-5-carbaldehyde C(#C)C=1C(=CC2=C(OCO2)C1)C=O